C1=CC=CC=2C3=CC=CC=C3C3(C12)C1=CC=CC=C1N(C=1C=CC=CC13)C(COP(O)(O)=O)CC (2-(10H-spiro[acridin-9,9'-fluorene]-10-yl)butyl)phosphoric acid